(1,4-phenylene)bis(5,5-dimethyl-1,3,2-dioxaborolane) C1(=CC=C(C=C1)B1OC(CO1)(C)C)B1OC(CO1)(C)C